FC=1C=CC2=C(C(=C(O2)C(C(C)C)NC(N)=O)C)C1 3-(1-(5-fluoro-3-methylbenzofuran-2-yl)-2-methylpropyl)urea